ClC=1C=C(C=CC1)C=1C=C(N2N=CN(C(C21)=O)CC(=O)N2CC(C2)(C)F)C(F)(F)F 5-(3-chlorophenyl)-3-[2-(3-fluoro-3-methyl-azetidin-1-yl)-2-oxo-ethyl]-7-(trifluoromethyl)pyrrolo[2,1-f][1,2,4]triazin-4-one